tert-butyl ((5-(2,2-difluorocyclopropyl)-1-(phenylsulfonyl)-6-(thiazol-4-ylmethoxy)-1H-indol-2-yl)methyl)(1-methylcyclopropane-1-carbonyl)carbamate FC1(C(C1)C=1C=C2C=C(N(C2=CC1OCC=1N=CSC1)S(=O)(=O)C1=CC=CC=C1)CN(C(OC(C)(C)C)=O)C(=O)C1(CC1)C)F